4-Methyl-octane CC(CCC)CCCC